OC1(COC1)C#CC1=CC2=C(OC[C@@H](C(N2C)=O)NC(C2=NC=CC(=C2)OC=2C(=NC=CC2)C)=O)C=C1 (S)-N-(7-((3-hydroxyoxetan-3-yl)ethynyl)-5-methyl-4-oxo-2,3,4,5-tetrahydrobenzo[b][1,4]oxazepin-3-yl)-4-((2-methylpyridin-3-yl)oxy)picolinamide